C(C)(=O)OC1=CC=CC2=CC=CC=C12 α-Naphthol Acetate